C(CCCCCCCCCCCCCCCC)OC(C=CC=CC=CC=CC=CC=CCCCCCCCCC)=O docosahexaenoic acid heptadec-1-yl ester